FC1(C[C@H]([C@H](C2=CC=C(C=C12)O)C1=CC=C(C=C1)N1CCC(CC1)CN1CCN(CC1)C=1C=C2CN(C(C2=CC1)=O)[C@@H]1C(NC(CC1)=O)=O)C1=CC=CC=C1)F (S)-3-(5-(4-((1-(4-((1S,2R)-4,4-difluoro-6-hydroxy-2-phenyl-1,2,3,4-tetrahydronaphthalen-1-yl)phenyl)piperidin-4-yl)methyl)piperazin-1-yl)-1-oxoisoindolin-2-yl)piperidine-2,6-dione